C(N)([S-])=S.CN1CCN(CC1)[Zn+] N'-methyl-N-piperazinyl-zinc dithiocarbamate